6-nitrobenzo[d]Thiazolidin [N+](=O)([O-])C1=CC2=C(NCS2)C=C1